(2-(5-fluoro-1-(4-methoxybenzyl)piperidin-2-yl)benzyl)-2-thiocarbonyl-1,2,3,7-tetrahydro-6H-purin-6-one FC1CCC(N(C1)CC1=CC=C(C=C1)OC)C1=C(CN2C(NC=3N=CNC3C2=O)=C=S)C=CC=C1